C(#N)C1=CN=C2N1C=C(C(=C2)C#CC2=NN(C(=C2C(=O)N)NC)[C@@H]2CN([C@H](C2)COC)C(C=C)=O)F 3-(2-{3-cyano-6-fluoroimidazo[1,2-a]pyridin-7-yl}ethynyl)-1-[(3s,5r)-5-(methoxymethyl)-1-(prop-2-enoyl)pyrrolidin-3-yl]-5-(methylamino)pyrazole-4-carboxamide